(E)-α-methylene-γ-butyrolactone C=C1C(=O)OCC1